CN1CCC(CC1)CCN1N=CC(=C1)C#N 1-(2-(1-methylpiperidin-4-yl)ethyl)-1H-pyrazole-4-carbonitrile